COC1=C(C(=CC=C1)OCC(F)(F)F)S(=O)(=O)Cl 2-Methoxy-6-(2,2,2-trifluoroethoxy)benzenesulfonyl chloride